4-Amino-1H-pyrrole NC=1C=CNC1